N-tert-butyl-5-[(1S,5R)-3-(2-chloro-4-fluoro-benzoyl)-3,8-diazabicyclo[3.2.1]octan-8-yl]-3-cyclopropyl-imidazo[1,5-a]pyridine-7-sulfonamide C(C)(C)(C)NS(=O)(=O)C1=CC=2N(C(=C1)N1[C@@H]3CN(C[C@H]1CC3)C(C3=C(C=C(C=C3)F)Cl)=O)C(=NC2)C2CC2